CN1C(CCC1)CCCO 3-(1-methyl-pyrrolidin-2-yl)-propan-1-ol